2-(2-(cyclopropanesulfonylamino)pyrimidin-4-yl)-2-methyl-N-(4-(5-(trifluoromethyl)-pyridin-3-yl)phenyl)propanamide C1(CC1)S(=O)(=O)NC1=NC=CC(=N1)C(C(=O)NC1=CC=C(C=C1)C=1C=NC=C(C1)C(F)(F)F)(C)C